(S)-5-Bromo-N-(8,9-difluoro-6-oxo-1,4,5,6-tetrahydro-2H-pyrano[3,4-c]isoquinolin-1-yl)-N-methyl-6-oxo-1,6-dihydropyridine-2-carboxamide BrC1=CC=C(NC1=O)C(=O)N(C)[C@@H]1COCC=2NC(C=3C=C(C(=CC3C21)F)F)=O